FC=1C=C2/C(/C(NC2=CC1)=O)=C\1/NC2=CC=CC=C2/C1=N\OCC(=O)N1C[C@@H]2C([C@@H]2C1)NC(OC(C)(C)C)=O tert-butyl ((1R,5S,6s)-3-(2-(((E)-((Z)-5'-fluoro-2'-oxo-[2,3'-biindolinylidene]-3-ylidene)amino)oxy)acetyl)-3-azabicyclo[3.1.0]hexan-6-yl)carbamate